1-bromo-4-chloro-3-fluoro-2-(methoxy-methoxy)benzene tert-butyl-6-(1-(methoxycarbonyl)cyclopropyl)-3,4-dihydro-1,5-naphthyridine-1(2H)-carboxylate C(C)(C)(C)OC(=O)N1CCCC2=NC(=CC=C12)C1(CC1)C(=O)OC.BrC1=C(C(=C(C=C1)Cl)F)OCOC